(S)-N-(4-(3-aminopiperidin-1-yl)-5-(1-ethyl-1H-pyrazol-4-yl)pyridin-2-yl)-1-isopropyl-1H-pyrazolo[3,4-b]pyridin-6-amine N[C@@H]1CN(CCC1)C1=CC(=NC=C1C=1C=NN(C1)CC)NC1=CC=C2C(=N1)N(N=C2)C(C)C